1-(11Z,14Z-eicosadienoyl)-2-(8Z,11Z,14Z-eicosatrienoyl)-glycero-3-phospho-(1'-sn-glycerol) CCCCC/C=C\C/C=C\CCCCCCCCCC(=O)OC[C@H](COP(=O)(O)OC[C@H](CO)O)OC(=O)CCCCCC/C=C\C/C=C\C/C=C\CCCCC